C(C=C)(=O)N1CCN(CC1)C=1N=C(C=2CCN(CC2C1C#N)C1=CC=CC2=CC=CC=C12)N1CCN(CC1)C(CC)=O 3-(4-acryloylpiperazin-1-yl)-6-(naphthalen-1-yl)-1-(4-propionylpiperazin-1-yl)-5,6,7,8-tetrahydro-2,6-naphthyridine-4-carbonitrile